C(C)(C)(C)N1N=CC(=C1F)C(=O)NC=1C(=NC(=C(C1)C=1C=C(C=2N(C1)C=CN2)N2CCOCC2)C)F 1-(tert-Butyl)-5-fluoro-N-(2-fluoro-6-methyl-5-(8-morpholinoimidazo[1,2-a]pyridin-6-yl)pyridin-3-yl)-1H-pyrazole-4-carboxamide